(2R)-5-(tert-butoxy)-2-((8R,9aS)-8-((tert-butoxycarbonyl)amino)-1-oxo-5-phenethylhexahydro-1H-pyrrolo[1,2-a][1,4]diazepin-2(3H)-yl)-5-oxopentanoic acid C(C)(C)(C)OC(CC[C@H](C(=O)O)N1C([C@H]2N(C(CC1)CCC1=CC=CC=C1)C[C@@H](C2)NC(=O)OC(C)(C)C)=O)=O